methyl (4-cyanooxyphenyl) thioether C(#N)OC1=CC=C(C=C1)SC